N-(5-bromo-2-pyridyl)-8-oxo-6,7-dihydro-5H-indolizine-5-carboxamide BrC=1C=CC(=NC1)NC(=O)C1N2C=CC=C2C(CC1)=O